2-((4-(7-(((2s,5r)-5-aminotetrahydro-2H-pyran-2-yl)methyl)-2,7-diazaspiro[3.5]non-2-yl)pyrimidin-5-yl)oxy)-5-fluoro-N-isopropyl-N-(2-methoxyethyl)benzamide hydrochloride Cl.N[C@@H]1CC[C@H](OC1)CN1CCC2(CN(C2)C2=NC=NC=C2OC2=C(C(=O)N(CCOC)C(C)C)C=C(C=C2)F)CC1